6-Methyl-7-phenyldipyrido[1,2-a:2',1'-c]pyrazine-5,8-diium dibromide [Br-].[Br-].CC1=C([N+]2=C(C3=[N+]1C=CC=C3)C=CC=C2)C2=CC=CC=C2